NC1(CCC1)C=1C=C(N)C=CC1 3-(1-aminocyclobutyl)aniline